C1(CC1)C=1C=CC(=NC1F)[C@H](C1=CC=CC=C1)NC(=O)[C@@H]1[C@H]2O[C@H]2CN1C(=O)OC(C)(C)C tert-butyl (1R,2S,5S)-2-(((S)-(5-cyclopropyl-6-fluoropyridin-2-yl)(phenyl)methyl)carbamoyl)-6-oxa-3-azabicyclo[3.1.0]hexane-3-carboxylate